(2-cyanophenyl)-2-methylpropanamide C(#N)C1=C(C=CC=C1)C(C(=O)N)(C)C